COC=1C=C2C(=NC1OC)SC(=C2)C(CCC(=O)OCC)=O Ethyl 4-(5,6-dimethoxythieno[2,3-b]pyridin-2-yl)-4-oxo-butanoate